ClC=1C=C(C=C(C1)F)N1C=C(C=2CC(CCC12)(F)F)I 1-(3-chloro-5-fluorophenyl)-5,5-difluoro-3-iodo-1,5,6,7-tetrahydro-4H-indole